1-((1H-indol-5-yl)sulfonyl)-N-(3,4-dichlorophenyl)-1H-pyrazole-3-carboxamide N1C=CC2=CC(=CC=C12)S(=O)(=O)N1N=C(C=C1)C(=O)NC1=CC(=C(C=C1)Cl)Cl